3-(dibenzofuran-2-yl)-9H-carbazole C1=C(C=CC=2OC3=C(C21)C=CC=C3)C=3C=CC=2NC1=CC=CC=C1C2C3